FC(C=1C=CC(=NC1)C(=O)NN)(F)F 5-(trifluoromethyl)picolinohydrazide